NC[C@H](CC1=CC(=CC=C1)F)NC(=O)C=1SC=C(C1)C=1C2=C(N=CN1)NC(C[C@H]2C)=O N-((S)-1-amino-3-(3-fluorophenyl)propan-2-yl)-4-((R)-5-methyl-7-oxo-5,6,7,8-tetrahydropyrido[2,3-d]pyrimidin-4-yl)thiophene-2-carboxamide